4-(benzyloxy)-2-chloro-6-methyl-5,6,7,8-tetrahydro-1,6-naphthyridine C(C1=CC=CC=C1)OC1=CC(=NC=2CCN(CC12)C)Cl